ClC=1C=C(C=CC1F)NC1=NC=NC2=CC(=C(C=C12)NCC=1C=C2C(N(C(C2=CC1)=O)C1C(NC(CC1)=O)=O)=O)OC 5-(((4-((3-chloro-4-fluorophenyl)amino)-7-methoxyquinazolin-6-yl)amino)methyl)-2-(2,6-dioxopiperidin-3-yl)isoindoline-1,3-dione